C1(CC1)C(=O)N1[C@H]2CN(C[C@H](C1)C2)C(=O)OCC[Si](C)(C)C (1S,5R,7R)-6-(cyclopropanecarbonyl)-3-((2-(trimethylsilyl)ethoxy)carbonyl)-3,6-diazabicyclo[3.2.1]octan